NC1=NC=CC=C1C1=NC=2C(=NC(=CC2)C2=C(C(=O)N)C=C(C=C2)F)N1C1=CC=C(C=C1)CO 2-(2-(2-aminopyridin-3-yl)-3-(4-(hydroxymethyl)phenyl)-3H-imidazo[4,5-b]pyridin-5-yl)-5-fluorobenzamide